2-(5-Cyclopropyl-pyrimidin-2-yl)-6-(3-methoxy-2-methylphenyl)-5,6,7,8-tetrahydrophthalazin-1(2H)-one C1(CC1)C=1C=NC(=NC1)N1C(C=2CCC(CC2C=N1)C1=C(C(=CC=C1)OC)C)=O